NC1=CN=CC(=N1)O[C@@H]1CN(CC1)CC(=O)NC=1C=CC=C2C(=CNC12)C1=NC(=NC=C1C)NC1=NN(C(=C1)C)C (S)-2-(3-((6-aminopyrazin-2-yl)oxy)pyrrolidin-1-yl)-N-(3-(2-((1,5-dimethyl-1H-pyrazol-3-yl)amino)-5-methylpyrimidin-4-yl)-1H-indol-7-yl)acetamide